COC(C1=C(C=C(C(=C1)N)NC)F)=O 5-amino-2-fluoro-4-(methylamino)benzoic acid methyl ester